ClC=1C=C2C=C(NC2=C(C1OCC1=NOC=C1)F)CNC(=O)C1(CC1)C N-((5-chloro-7-fluoro-6-(isoxazol-3-ylmethoxy)-1H-indol-2-yl)methyl)-1-methylcyclopropane-1-carboxamide